1-(9-Benzyl-1-methyl-beta-carbolin-6-yl)-3-(4-(trifluoromethyl)phenyl)urea C(C1=CC=CC=C1)N1C2=CC=C(C=C2C=2C=CN=C(C12)C)NC(=O)NC1=CC=C(C=C1)C(F)(F)F